NC1=C(N=CC2=C(C(=CC=C12)F)C=1N=CSC1C)C(=O)NCCC 4-amino-7-fluoro-8-(5-methylthiazol-4-yl)-N-propylisoquinoline-3-carboxamide